(3AR,5r,6aS)-N-(4-(1,3-dimethyl-1H-pyrazol-4-yl)-2,3-difluorophenyl)octahydrocyclopenta[c]pyrrol-5-amine tri-hydrochloride Cl.Cl.Cl.CN1N=C(C(=C1)C1=C(C(=C(C=C1)NC1C[C@@H]2[C@@H](CNC2)C1)F)F)C